[C@@H]1([C@H](O)C=C(CO)O1)N1C(=O)N=C(N)C=C1 ANTI-3',4'-DIDEHYDRO-3'-DEOXYCYTIDINE